methyl 2-(1H-pyrrolo[3,2-c]pyridin-2-yl)benzoate N1C(=CC=2C=NC=CC21)C2=C(C(=O)OC)C=CC=C2